sodium thiosulphate salt S(=S)(=O)([O-])[O-].[Na+].[Na+]